O=C1C[C@@H](N(CC1)C(=O)OC(C)(C)C)C(=O)OCC1=CC=CC=C1 2-benzyl 1-(tert-butyl) (R)-4-oxopiperidine-1,2-dicarboxylate